C1(CC1)CN([C@H](CN)CC=1C=C2C=NN(C2=CC1)S(=O)(=O)C1=CC=C(C)C=C1)C (S)-N2-(cyclopropylmethyl)-N2-methyl-3-(1-tosyl-1H-indazol-5-yl)propane-1,2-diamine